(R)-4-(4-((1-(3-amino-5-(trifluoromethyl)phenyl)ethyl)amino)-2-methyl-8,9-dihydro-7H-cyclopenta[h]quinazolin-6-yl)morpholin-3-one NC=1C=C(C=C(C1)C(F)(F)F)[C@@H](C)NC1=NC(=NC2=C3C(=C(C=C12)N1C(COCC1)=O)CCC3)C